C(CCC)(=O)C1=CC(=C(C=N1)C=1C(N(C2=CC(=NC=C2C1)NC(=O)C1CC1)C)=O)C N-(3-(6-butyryl-4-methylpyridin-3-yl)-1-methyl-2-oxo-1,2-dihydro-1,6-naphthyridin-7-yl)cyclopropanecarboxamide